((5-ethyl-1-methyl-4-oxo-4,5-dihydro-1H-pyrazolo[4,3-c]pyridin-3-yl)amino)-6-((5-fluoropyridin-2-yl)amino)-N-(methyl-d3)nicotinamide C(C)N1C(C2=C(C=C1)N(N=C2NC2=C(C(=O)NC([2H])([2H])[2H])C=CC(=N2)NC2=NC=C(C=C2)F)C)=O